C(C1=CC=CC=C1)SC1=CC=C2C3=C(NC2=C1)N=CC=C3 7-benzylsulfanyl-9H-pyrido[2,3-b]indole